FC1(CC1)C(=O)N[C@H](C(=O)N1[C@@H](C[C@H](C1)O)C(=O)N[C@@H](C)C1=C(C=C(C=C1)C1=C(N=CS1)C)O)C(C)(C)C (2S,4R)-1-((S)-2-(1-fluorocyclopropane-1-carboxamido)-3,3-dimethylbutanoyl)-4-hydroxy-N-((S)-1-(2-hydroxy-4-(4-methylthiazol-5-yl)phenyl)ethyl)pyrrolidine-2-carboxamide